4-bromo-2-nitropyridin-3-ol BrC1=C(C(=NC=C1)[N+](=O)[O-])O